BrC1=C(C=CC=C1)C(CO)S[C@@H]1O[C@@H]([C@@H]([C@@H]([C@H]1O)N1N=NC(=C1)C1=CC(=CC=C1)F)O)CO (2S,3R,4S,5R,6R)-2-((1-(2-bromophenyl)-2-hydroxyethyl)thio)-4-(4-(3-fluorophenyl)-1H-1,2,3-triazol-1-yl)-6-(hydroxymethyl)tetrahydro-2H-pyran-3,5-diol